((1S,4R,6R)-6-((5-(trifluoromethyl)pyridin-2-yl)amino)-2-azabicyclo[2.2.2]oct-2-yl)methanone FC(C=1C=CC(=NC1)N[C@@H]1C[C@@H]2CN([C@H]1CC2)C=O)(F)F